N-(3-bromo-2-methylphenyl)-N,1-dimethyl-4,5,6,7-tetrahydro-1H-imidazo[4,5-c]pyridine-2-carboxamide BrC=1C(=C(C=CC1)N(C(=O)C=1N(C2=C(CNCC2)N1)C)C)C